rac-N-[(3S,4R)-4-({[(1s,4S)-4-(2-fluorophenyl)cyclohexyl]oxy}methyl)-7-methyl-6-oxo-1,3,4,6-tetrahydro-2H-quinolizin-3-yl]ethanesulfonamide FC1=C(C=CC=C1)C1CCC(CC1)OC[C@H]1[C@H](CCC2=CC=C(C(N12)=O)C)NS(=O)(=O)CC |r|